Trans-2,2-dichloro-N-(4-chloro-3-(2-(p-tolyl)hydrazine-1-carbonyl)phenyl)-3-(3,5-dichlorophenyl)cyclopropane-1-carboxamide ClC1([C@H]([C@@H]1C1=CC(=CC(=C1)Cl)Cl)C(=O)NC1=CC(=C(C=C1)Cl)C(=O)NNC1=CC=C(C=C1)C)Cl